diphenyl diselenide sodium selenite [Se](=O)([O-])[O-].[Na+].C1(=CC=CC=C1)[Se][Se]C1=CC=CC=C1.[Na+]